(1R,2R)-2-((S)-5H-imidazo[5,1-a]isoindol-5-yl)cyclopentan-1-ol C=1N=CN2C1C1=CC=CC=C1[C@@H]2[C@@H]2[C@@H](CCC2)O